methyl 2-(1H-indol-3-yl)-2-oxoacetate N1C=C(C2=CC=CC=C12)C(C(=O)OC)=O